5-(2-(3-Chloro-4-fluorophenyl)pyridin-3-yl)benzo[d]isoxazol-3-amine ClC=1C=C(C=CC1F)C1=NC=CC=C1C=1C=CC2=C(C(=NO2)N)C1